N1(C(C=CC=C1)=O)[2H] Pyridinone-1-d